NC1=NC2=CC=C(C=C2C=C1C)C(=O)N(CC=1N=NC(=CC1)C(F)(F)F)[C@H](C)C=1N=CSC1 2-amino-3-methyl-N-((1R)-1-(1,3-thiazol-4-yl)ethyl)-N-((6-(trifluoromethyl)-3-pyridazinyl)methyl)-6-quinolinecarboxamide